O=C1C(O)=C([O-])[C@H](O1)[C@@H](O)CO.[Na+].FC(C(C(C(C(C(C(C(C(C(C(C(C(C(C(C(C(C(F)(F)F)(F)F)(F)F)(F)F)(F)F)(F)F)(F)F)(F)F)(F)F)(F)F)(F)F)(F)F)(F)F)(F)F)(F)F)(F)F)(F)F)([Si](Cl)(Cl)Cl)F perfluorooctadecyl-trichlorosilane Sodium L-Ascorbate